C(O[C@H](CC=1C=NC(=C(C1)C(F)(F)F)OC)C)(OC1=CC=C(C=C1)[N+](=O)[O-])=O (S)-1-(6-Methoxy-5-(trifluoromethyl)pyridin-3-yl)propan-2-yl (4-nitrophenyl) carbonate